2-(bicyclo[1.1.1]pentan-1-ylamino)-4-(trifluoromethyl)-benzoic acid C12(CC(C1)C2)NC2=C(C(=O)O)C=CC(=C2)C(F)(F)F